1,6-Dichlorohexan (R)-tert-butyl-1-(4-fluorophenyl)-4a-(2-(trimethylsilyl)thiazole-5-carbonyl)-4a,5,7,8-tetrahydro-1H-pyrazolo[3,4-g]isoquinoline-6(4H)-carboxylate C(C)(C)(C)OC(=O)N1C[C@]2(CC3=C(C=C2CC1)N(N=C3)C3=CC=C(C=C3)F)C(=O)C3=CN=C(S3)[Si](C)(C)C.ClCCCCCCCl